(2,4-dimethylphenyl)-3-methylthiophene-2,4-dicarboxamide CC1=C(C=CC(=C1)C)C1=C(C(=C(S1)C(=O)N)C)C(=O)N